tert-butyl 4-(1-(5-(2-(((benzyloxy)carbonyl)(methyl)amino)ethyl)-6-bromo-3-((4-methoxybenzyl)amino)pyrazin-2-yl)-1,3-dioxopentan-2-yl)piperazine-1-carboxylate C(C1=CC=CC=C1)OC(=O)N(CCC=1N=C(C(=NC1Br)C(C(C(CC)=O)N1CCN(CC1)C(=O)OC(C)(C)C)=O)NCC1=CC=C(C=C1)OC)C